O[C@@H](C)C=1N(C=CN1)CC#CC1=CC=C(C=C1)C1=CC=C(C=C1)C1CC(C1)NCCO (S)-2-((3-(4'-(3-(2-(1-hydroxyethyl)-1H-imidazol-1-yl)prop-1-yn-1-yl)-[1,1'-biphenyl]-4-yl)cyclobutyl)amino)ethan-1-ol